BrC=1C=NN(C1)C=1C=C(C(=O)NC2=NC=CC(=C2)C(F)(F)F)C=CC1C 3-(4-Bromopyrazol-1-yl)-4-methyl-N-[4-(trifluoromethyl)-2-pyridyl]benzamide